C(=C)C=C[Si]1(O[Si](O[Si](O[Si](O1)(C=C)C)(C=C)C)(C=C)C)C vinyl-2,4,6,8-tetramethyl-2,4,6,8-tetravinylcyclotetrasiloxane